C(C)(=O)O[As]([O-])[O-].[Cu+2] copper (II) acetylarsenite